4-(7-(4-(1-Cyanocyclopropyl)phenyl)thieno[3,2-b]pyridine-6-carbonyl)-N,N-dimethylpiperazine-1-sulfonamide C(#N)C1(CC1)C1=CC=C(C=C1)C1=C2C(=NC=C1C(=O)N1CCN(CC1)S(=O)(=O)N(C)C)C=CS2